FCCCCCCCCCC[Mg]Br monofluorodecyl-magnesium bromide